(S)-1'-(6-amino-5-(quinolin-3-ylthio)pyrazin-2-yl)-5,7-di-hydrospiro[cyclopenta[b]pyridine-6,4'-piperidin]-5-amine NC1=C(N=CC(=N1)N1CCC2(CC1)[C@@H](C=1C(=NC=CC1)C2)N)SC=2C=NC1=CC=CC=C1C2